FC1=C(C(=O)NC2=NC(=CC=C2)C(=O)C2CCN(CC2)C)C=C(C(=C1)F)F 2,4,5-Trifluoro-N-[6-(1-methyl-piperidine-4-carbonyl)-pyridin-2-yl]-benzamide